4-[3-(5-{[1-(4-fluorobenzoyl)-4-hydroxypiperidin-4-yl]methyl}-4-oxo-1H,4H,5H-pyrazolo[3,4-d]pyrimidin-1-yl)phenoxymethyl]benzonitrile FC1=CC=C(C(=O)N2CCC(CC2)(O)CN2C=NC3=C(C2=O)C=NN3C=3C=C(OCC2=CC=C(C#N)C=C2)C=CC3)C=C1